C(C1=CC=CC=C1)N(CC(C(OCC(=O)OCC)C)F)CC1=CC=CC=C1 1-Ethyl 2-[3-(dibenzylamino)-2-fluoro-1-methyl-propoxy]acetate